3-{[2-(4-chlorophenyl)imidazo[1,2-a]pyrimidin-3-yl]methyl}-N-isopropyl-N-methyl-3,8-diazabicyclo[3.2.1]octane-8-carboxamide ClC1=CC=C(C=C1)C=1N=C2N(C=CC=N2)C1CN1CC2CCC(C1)N2C(=O)N(C)C(C)C